3-[[1-(trifluoromethyl)cyclobutyl]methyl]urea FC(C1(CCC1)CNC(N)=O)(F)F